2,2-Difluoro-3-{5-[(R)-hydroxy-(4-isopropyl-phenyl)-(3-methyl-azetidin-3-yl)-methyl]-pyridin-3-yl}-propan-1-ol, hydrochloride salt Cl.FC(CO)(CC=1C=NC=C(C1)[C@](C1(CNC1)C)(C1=CC=C(C=C1)C(C)C)O)F